FC(C(=O)O)(F)F.C(#N)C1(CC1)NC([C@H](CC(C)(C)F)N[C@H](C(F)(F)F)C=1C=CC2=C(OC3=C2C=CC=C3)C1)=O (S)-N-(1-cyanocyclopropyl)-2-(((S)-1-(dibenzo[b,d]furan-3-yl)-2,2,2-trifluoroethyl)amino)-4-fluoro-4-methylpentanamide trifluoroacetate